Cl.CC1(OC2=C(O1)C(=CC(=C2C)C(=O)NCC=2C(NC(=CC2SC)C)=O)C=2C=NC(=CC2)N2CCOCC2)C2CCNCC2 2,4-dimethyl-N-((6-methyl-4-(methylthio)-2-oxo-1,2-dihydropyridin-3-yl)methyl)-7-(6-morpholinopyridin-3-yl)-2-(piperidin-4-yl)benzo[d][1,3]dioxole-5-carboxamide hydrochloride salt